(6S)-5-methyltetrahydrofolate calcium salt [Ca+2].CN1C=2C(NC(=NC2NC[C@@H]1CNC1=CC=C(C(N[C@@H](CCC(=O)[O-])C(=O)O)=O)C=C1)N)=O.CN1C=2C(NC(=NC2NC[C@@H]1CNC1=CC=C(C(N[C@@H](CCC(=O)[O-])C(=O)O)=O)C=C1)N)=O